NC1=C(C=C(C=C1Br)C[C@H](C(=O)OC)NC(=O)OCC1=CC=CC=C1)Br methyl (R)-3-(4-amino-3,5-dibromophenyl)-2-(benzyloxycarbonylamino)-propanoate